[(1S,6R,7S)-7-(5-methyl-1,2-oxazol-3-yl)-3-[3-(1,8-naphthyridin-4-yl)-1H-pyrazolo[3,4-b]pyrazin-6-yl]-3-azabicyclo[4.1.0]heptan-7-yl]methanamine CC1=CC(=NO1)[C@]1([C@@H]2CCN(C[C@H]12)C1=CN=C2C(=N1)NN=C2C2=CC=NC1=NC=CC=C21)CN